6-(2-chloro-5-methoxyphenyl)-2-((4-((2-(dimethylamino)ethyl)(methyl)amino)phenyl)amino)-5-ethynyl-8-methylpyrido[2,3-d]pyrimidin-7(8H)-one ClC1=C(C=C(C=C1)OC)C1=C(C2=C(N=C(N=C2)NC2=CC=C(C=C2)N(C)CCN(C)C)N(C1=O)C)C#C